N-methyl-4,5-dimethyl-oxazole iodide [I-].CN1COC(=C1C)C